FC(SC=1N=C2N(N1)[C@@H](C[C@@H]2F)C2=CC(=C(C=C2)F)F)F (5S,7S)-2-(difluoromethylthio)-5-(3,4-difluorophenyl)-7-fluoro-6,7-dihydro-5H-pyrrolo[1,2-b][1,2,4]triazole